ClC=1C(=NC(=NC1)NC1CCOCC1)C1=CC=C2CNC(C2=C1)=O 6-(5-chloro-2-((oxacyclohex-4-yl)amino)pyrimidin-4-yl)isoindolin-1-one